C(C1=CC=CC=C1)C(CC(=O)O)CC(=O)O 3-Benzylpentanedioic acid